di-propylene glycol monon-butyl ether C(CCC)OC(C)COC(C)CO